CC(C(N)(C)C)(CCN)C tetramethyl-butane-1,4-diamine